6-(exo-3-amino-8-azabicyclo[3.2.1]oct-8-yl)-3-(2,3-dichlorophenyl)-1H-pyrazolo[3,4-d]pyrimidine-4-carboxamide NC1CC2CCC(C1)N2C2=NC(=C1C(=N2)NN=C1C1=C(C(=CC=C1)Cl)Cl)C(=O)N